di(tert-butyl)catechol C(C)(C)(C)C=1C(=C(C(O)=CC1)O)C(C)(C)C